C(C)OC1=CC=C(C=N1)C1=CN(C2=CC=C(C=C12)NS(=O)(=O)C1=CC=C(C(=O)NO)C=C1)C 4-(N-(3-(6-ethoxypyridin-3-yl)-1-methyl-1H-indol-5-yl)sulfamoyl)-N-hydroxybenzamide